N[C@@H](CON)CC1=C(C=C(C=C1)Br)Cl |r| O-[rac-2-amino-3-(4-bromo-2-chloro-phenyl)propyl]hydroxylamine